C1(CC1)C(=O)N1C=2C=CC(=NC2CCC1)C(C(=O)NC1=CC=C(C=C1)F)C(C)C 2-(5-(cyclopropanecarbonyl)-5,6,7,8-tetrahydro-1,5-naphthyridin-2-yl)-N-(4-fluorophenyl)-3-methylbutanamide